3-(6-bromo-1-oxo-phthalazin-2-yl)-1-[(4-methoxyphenyl)methyl]piperidine-2,6-dione BrC=1C=C2C=NN(C(C2=CC1)=O)C1C(N(C(CC1)=O)CC1=CC=C(C=C1)OC)=O